3-(6-fluoro-3-pyridinyl)prop-2-yn-1-ol FC1=CC=C(C=N1)C#CCO